N-((R)-1-(2-(trifluoromethyl)pyrimidin-5-yl)ethyl)benzamide FC(C1=NC=C(C=N1)[C@@H](C)NC(C1=CC=CC=C1)=O)(F)F